IC1=C(C=CC=C1C)CC#N 2-(2-iodo-3-methylphenyl)acetonitrile